1-(3-(7-Fluoro-4-isopropyl-2-(3-methyl-5-(trifluoromethyl)-1H-pyrazol-4-yl)quinolin-6-yl)-1-methyl-1H-1,2,4-triazol-5-yl)ethan-1-ol FC1=C(C=C2C(=CC(=NC2=C1)C=1C(=NNC1C(F)(F)F)C)C(C)C)C1=NN(C(=N1)C(C)O)C